C(C1=CC=CC=C1)N(S(=O)(=O)C1=CC=C(C=C1)OC1=CC(=C(C(=C1)C)Cl)C)C1=CC(=C(C(=O)NS(=O)(=O)C2=CC(=C(C=C2)NCC2CCOCC2)[N+](=O)[O-])C=C1)O 4-(N-benzyl-4-(4-chloro-3,5-dimethylphenoxy)phenyl-sulfonamido)-2-hydroxy-N-((3-nitro-4-(((tetrahydro-2H-pyran-4-yl)methyl)amino)phenyl)sulfonyl)benzamide